O1C(C=CC1=O)=O 2,5-FURANDIONE